(S)-4-((1-(4-isopropylpyrimidin-2-yl)ethyl)amino)-3-(6-morpholinyl-1H-benzo[d]imidazol-2-yl)quinolin-2(1H)-one C(C)(C)C1=NC(=NC=C1)[C@H](C)NC1=C(C(NC2=CC=CC=C12)=O)C1=NC2=C(N1)C=C(C=C2)N2CCOCC2